7-(5-(1-(1-(4-fluorophenyl)ethyl)-1H-pyrazol-4-yl)-2-methylpyridin-3-yl)-[1,2,4]triazolo[1,5-a]pyridin-2-amine FC1=CC=C(C=C1)C(C)N1N=CC(=C1)C=1C=C(C(=NC1)C)C1=CC=2N(C=C1)N=C(N2)N